ClC1=C(C(=CC=C1)F)C1=NOC(=C1C(=O)OC)C=1C=NN(C1C(F)(F)F)C[C@H](C)O methyl 3-(2-chloro-6-fluorophenyl)-5-{1-[(2S)-2-hydroxypropyl]-5-(trifluoromethyl)-1H-pyrazol-4-yl}-1,2-oxazole-4-carboxylate